4-aminopyrrolo[2,1-f][1,2,4]triazin NC1=NC=NN2C1=CC=C2